CC(C(=O)N)(C)C(C)C methyl-isopropyl-propionamide